(R)-4-(3-(3-aminopiperidine-1-carbonyl)-1-(2,3-dihydro-1H-inden-5-yl)-1H-pyrazol-5-yl)benzonitrile N[C@H]1CN(CCC1)C(=O)C1=NN(C(=C1)C1=CC=C(C#N)C=C1)C=1C=C2CCCC2=CC1